Methyl 2-([5-(3-cyclopropoxyphenyl)-1-(2,5-dichlorophenyl)-1H-pyrazol-3-yl]methoxy)-2-methylpropanoate C1(CC1)OC=1C=C(C=CC1)C1=CC(=NN1C1=C(C=CC(=C1)Cl)Cl)COC(C(=O)OC)(C)C